FC(C1=C(C=CC(=C1)C(F)(F)F)N1N=CC(=C1C)N1OC(=CC1)C1=NC=CC=C1)(F)F N-(1-(2,4-bis(trifluoromethyl)phenyl)-5-methyl-1H-pyrazol-4-yl)-5-(pyridin-2-yl)isoxazole